FC1=NNC=2C=CC3=C(C12)CCCC(=C3C3=CC=C(C=C3)N3CCC(CC3)CN3CCN(CC3)C=3C=C1CN(C(C1=CC3)=O)[C@@H]3C(NC(CC3)=O)=O)COC (S)-3-(5-(4-((1-(4-(1-fluoro-7-(methoxymethyl)-3,8,9,10-tetrahydrocyclohepta[e]indazol-6-yl)phenyl)piperidin-4-yl)methyl)piperazin-1-yl)-1-oxoisoindolin-2-yl)piperidine-2,6-dione